C1(=CC=CC=C1)C1(CCN(CC1)C=1C=C(N=NC1)C1=C(C=CC=C1)O)C(=O)N1CCC(CC1)C1CNCC1 2-(5-{4-phenyl-4-[4-(pyrrolidin-3-yl)piperidine-1-carbonyl]piperidin-1-yl}pyridazin-3-yl)phenol